2-Oxopimelic acid O=C(C(=O)O)CCCCC(=O)O